S1C=NC2=C1C=CC(=C2)CN(C(=O)[C@H]2N(CCC2)S(=O)(=O)C2=CC=C(C=C2)OC)C2CCC1(CC1(F)F)CC2 (S)-N-(benzo[d]thiazol-5-ylmethyl)-N-((3R,6s)-1,1-difluorospiro[2.5]octan-6-yl)-1-((4-methoxyphenyl)sulfonyl)pyrrolidine-2-carboxamide